2-Trimethylsilylethyl N-(2,2-dimethoxyethyl)carbamate COC(CNC(OCC[Si](C)(C)C)=O)OC